methacrylamide zinc [Zn].C(C(=C)C)(=O)N